5-benzyl-N-(1-methyl-2-oxo-2,3,4,5,8,9,10,11-octahydro-1H-[1,3]diazepino[1,2-b]indazol-3-yl)-4H-1,2,4-triazole-3-carboxamide C(C1=CC=CC=C1)C=1NC(=NN1)C(=O)NC1C(N(C=2N(N=C3CCCCC23)CC1)C)=O